C(#N)C1=NC=CC(=C1NC(=O)N1CCC(CC1)(C)C1=NOC(=N1)[C@H]1[C@H](C1)F)C1CCN(CC1)CC1(CC1)C(F)(F)F N-(2-cyano-4-(1-((1-(trifluoromethyl)cyclopropyl)methyl)piperidin-4-yl)pyridin-3-yl)-4-(5-((1S,2S)-2-fluorocyclopropyl)-1,2,4-oxadiazol-3-yl)-4-methylpiperidine-1-carboxamide